1,4a,5,7a-tetrahydrocyclopenta[c]pyran-4-carboxylic acid methyl ester COC(=O)C=1C2C(COC1)C=CC2